N12CC(C(CC1)CC2)C(=O)O quinuclidin-3-carboxylic acid